2-(2-Morpholinopyridin-4-yl)-8-(trifluoromethyl)dibenzo[b,f][1,4]oxazepin-11(10H)-one O1CCN(CC1)C1=NC=CC(=C1)C=1C=CC2=C(C(NC3=C(O2)C=CC(=C3)C(F)(F)F)=O)C1